C1CCN2C1=C(C=1C=CC=CC21)C2=NOC(=N2)[C@H]2[C@H](CN(CC2)C(=O)OC(C)(C)C)F tert-butyl (3R,4S)-4-(3-(2,3-dihydro-1H-pyrrolo[1,2-a]indol-9-yl)-1,2,4-oxadiazol-5-yl)-3-fluoropiperidine-1-carboxylate